4-but-1,3-diynyl-N,N-diphenyl-aniline C(#CC#C)C1=CC=C(N(C2=CC=CC=C2)C2=CC=CC=C2)C=C1